1-dodecanoyl-2-(9Z-tetradecenoyl)-glycero-3-phosphocholine CCCCCCCCCCCC(=O)OC[C@H](COP(=O)([O-])OCC[N+](C)(C)C)OC(=O)CCCCCCC/C=C\CCCC